C1(C=CC=C1)[Ti](C1=C(C(=CC=C1F)NC(CCCCCCCCC)=O)F)(C1=C(C(=CC=C1F)NC(CCCCCCCCC)=O)F)C1C=CC=C1 Bis(cyclopentadienyl)bis[2,6-difluoro-3-(decanoylamino)phenyl]titanium